O[C@@]1(C(N(CC1)C)=O)C1=CC(=NO1)C1=NC(=CC=C1)C1=NC(=NC=C1)NC1COC1 (R)-3-Hydroxy-1-methyl-3-(3-(6-(2-(oxetan-3-ylamino)pyrimidin-4-yl)pyridin-2-yl)isoxazol-5-yl)pyrrolidin-2-one